(R)-1-(3-((6-chloro-5-(4-(1-hydroxycyclobutyl)phenyl)-1-((2-(trimethylsilyl)ethoxy)methyl)-1H-imidazo[4,5-b]pyridin-2-yl)oxy)pyrrolidin-1-yl)ethanone ClC=1C=C2C(=NC1C1=CC=C(C=C1)C1(CCC1)O)N=C(N2COCC[Si](C)(C)C)O[C@H]2CN(CC2)C(C)=O